C(C)(=O)NN1C=NC=C(C1=O)C(=O)OCC 2-Ethyl acetylamino-6-oxo-1,6-dihydropyrimidine-5-carboxylate